5-((2-chloro-6-(2-cyanoethyl)-7-(2,3-dichlorophenyl)-3-(ethoxycarbonyl)-8-fluoroquinolin-4-yl)amino)-2-azabicyclo[2.1.1]hexane ClC1=NC2=C(C(=C(C=C2C(=C1C(=O)OCC)NC1C2CNC1C2)CCC#N)C2=C(C(=CC=C2)Cl)Cl)F